OC=1C(=NC=CC1OC)C(=O)N[C@@H](C)C(=O)O N-[(3-hydroxy-4-methoxypyridin-2-yl)carbonyl]-L-alanine